(1-benzyl-1H-pyrazol-4-yl)-5-(p-chlorophenyl)-4-pyrimidinylamine C(C1=CC=CC=C1)N1N=CC(=C1)NC1=NC=NC=C1C1=CC=C(C=C1)Cl